ClC1=CC(=NC=C1)N1N=CC(=C1C(F)(F)F)C(=O)NC1=CC(=C(C=C1)OC1=C2C(=NC=C1)NC(N2C(C)C)=O)F 1-(4-chloropyridin-2-yl)-N-(3-fluoro-4-((1-isopropyl-2-keto-2,3-dihydro-1H-imidazo[4,5-b]pyridin-7-yl)oxy)phenyl)-5-(trifluoromethyl)-1H-pyrazole-4-carboxamide